(E)-2-(2-nitrostyryl)-9,10-anthraquinone [N+](=O)([O-])C1=C(/C=C/C2=CC=3C(C4=CC=CC=C4C(C3C=C2)=O)=O)C=CC=C1